C(C)OC1=NC=CC=C1C1=CC(=C2C(=N1)C(=NN2[C@@H](CC)C)C)NCC=2N=NN(N2)C (R)-5-(2-ethoxy-3-pyridinyl)-3-methyl-1-[1-methylpropyl]-N-[(2-methyltetrazol-5-yl)methyl]pyrazolo[4,3-b]pyridin-7-amine